(4-amino-2-(pyridin-2-ylmethyl)-7-(quinolin-6-yl)-2H-[1,2,3]triazolo[4,5-c]pyridin-6-yl)benzonitrile NC1=NC(=C(C=2C1=NN(N2)CC2=NC=CC=C2)C=2C=C1C=CC=NC1=CC2)C2=C(C#N)C=CC=C2